NC=1N=C(C2=C(N1)N(C[C@@H]2CCCN2CCN(CC2)CC(=O)O)CC2=NC=C(C(=C2C)OC)C)Cl (R)-2-(4-(3-(2-amino-4-chloro-7-((4-methoxy-3,5-dimethylpyridin-2-yl)methyl)-6,7-dihydro-5H-pyrrolo[2,3-d]pyrimidin-5-yl)propyl)piperazin-1-yl)acetic acid